NC1=C(C(=CC(=N1)C=1C(=C2C(N(C(C2=CC1)=O)C1C(NC(CC1)=O)=O)C)F)C)F 3-(5-(6-amino-5-fluoro-4-methylpyridin-2-yl)-4-fluoro-3-methyl-1-oxoisoindolin-2-yl)piperidine-2,6-dione